3-methyl-1-(2,4,6-trihydroxy-3-propionylphenyl)butanone CC(C(CC1=C(C(=C(C=C1O)O)C(CC)=O)O)=O)C